OCCN(C(CS(=O)(=O)O)CC)CCO N,N-bis(2-hydroxyethyl)-2-aminobutanesulfonic acid